1-((4-bromophenyl)sulfonyl)-4-chloro-1H-pyrrolo[2,3-b]pyridine BrC1=CC=C(C=C1)S(=O)(=O)N1C=CC=2C1=NC=CC2Cl